N-((4-(4-isopropylphenyl)pyridin-2-yl)methyl)cycloheptylamine C(C)(C)C1=CC=C(C=C1)C1=CC(=NC=C1)CNC1CCCCCC1